(5-Chloropyridin-2-yl)pyrrolidine-1-carboxylic acid tert-butyl ester C(C)(C)(C)OC(=O)N1C(CCC1)C1=NC=C(C=C1)Cl